L-N6-(1-Imino-ethyl)lysine N=C(C)NCCCC[C@H](N)C(=O)O